N-[3,5-difluoro-4-[(7-methoxy-1,5-naphthyridin-4-yl)oxy]phenyl]-5-(4-fluoro-2-methylphenyl)-4-hydroxy-2,6-dimethylpyridine-3-carboxamide FC=1C=C(C=C(C1OC1=CC=NC2=CC(=CN=C12)OC)F)NC(=O)C=1C(=NC(=C(C1O)C1=C(C=C(C=C1)F)C)C)C